N[C@H]1[C@@H]2N(C[C@H]1CC2)C(=O)C2=CC1=C(N(C(=N1)C=1N(C=3C4=C(C=CC3C1)S(CCN4)=O)CC4CC4)C)C(=C2)F ((1R,4R,7R)-7-amino-2-azabicyclo[2.2.1]hept-2-yl)(2-(9-(cyclopropylmethyl)-4-oxo-1,2,3,9-tetrahydro-[1,4]thiazino[2,3-g]indol-8-yl)-7-fluoro-1-methyl-1H-benzo[d]imidazol-5-yl)methanone